C(CCC)C1CCCC2=C(N(C3=C(C=CC=C23)C(=O)NCC(=O)O)CC2=CC(=CC=C2)C(N)=O)C1 2-({7-butyl-5-[(3-carbamoylphenyl)methyl]-5H,6H,7H,8H,9H,10H-cyclohepta[b]indol-4-yl}formamido)acetic acid